C(C)(C)(C)OC(=O)NC1CC(C1)OC1=CC=C(C=C1)C(C)(C)C1=CC=C(OC=2OC=C(N2)C(=O)OC)C=C1 methyl 2-(4-(2-(4-((1r,3r)-3-((tert-butoxycarbonyl)amino)cyclobutyloxy)phenyl)propan-2-yl)phenoxy)oxazol-4-carboxylate